imidazol-2-amine sulphate salt S(=O)(=O)(O)O.N1C(=NC=C1)N